1-(benzofuran-2-yl(1-butyl-1H-tetrazol-5-yl)methyl)-4-(2,5-dimethylphenyl)piperidine O1C(=CC2=C1C=CC=C2)C(N2CCC(CC2)C2=C(C=CC(=C2)C)C)C2=NN=NN2CCCC